2-(2-(4-fluorobenzyl)cyclopropyl)-7-methoxy-[1,2,4]triazolo[1,5-c]quinazolin-5-amine FC1=CC=C(CC2C(C2)C2=NN3C(=NC=4C(=CC=CC4C3=N2)OC)N)C=C1